8-(trifluoromethoxy)-4,5-dihydronaphtho[2,1-d]isoxazole-3-carboxamide FC(OC1=CC=C2CCC=3C(=NOC3C2=C1)C(=O)N)(F)F